4-Amino-4-methylpiperidine-1-carboxylate NC1(CCN(CC1)C(=O)[O-])C